5-(3-fluoro-8-((1S,2S)-2-(pyrimidin-5-yl)cyclopropyl)imidazo[1,2-b]pyridazin-6-yl)pyrimidine-2,4(1H,3H)-dione FC1=CN=C2N1N=C(C=C2[C@@H]2[C@H](C2)C=2C=NC=NC2)C=2C(NC(NC2)=O)=O